ethyl 2-(2-chloro-3-fluoro-pyridine-4-carbonyl)-3-(dimethylamino)-prop-2-enoate ClC1=NC=CC(=C1F)C(=O)C(C(=O)OCC)=CN(C)C